C(C)OC(=O)C1=C(N(C(=C(C1=O)C1=CC=C(C=C1)Cl)C)C)C1=CC(=C(C=C1)Cl)Cl 5-(4-chlorophenyl)-2-(3,4-dichlorophenyl)-1,6-dimethyl-4-oxo-pyridine-3-carboxylic acid ethyl ester